N1C=NC2=C1C=CC(=C2)NC2=NC1=C(C=CC=C1C=N2)OC2CCC(CC2)O 4-{[2-(1h-Benzimidazol-5-Ylamino)quinazolin-8-Yl]oxy}cyclohexanol